C1(CCCC1)C=1OCCN1 2-(cyclopentyl)oxazoline